5-(2-Fluoropyridin-4-yl)-N-((6-(3-(trifluoromethyl)piperazin-1-yl)pyridin-2-yl)methyl)-7-((2-(trimethylsilyl)ethoxy)methyl)-7H-pyrrolo[2,3-d]pyrimidin-4-amine FC1=NC=CC(=C1)C1=CN(C=2N=CN=C(C21)NCC2=NC(=CC=C2)N2CC(NCC2)C(F)(F)F)COCC[Si](C)(C)C